dimethylamino-dimethyl-silane magnesium [Mg].CN(C)[SiH](C)C